ClC1=C(C(=CC=C1)Cl)C1CC(=NO1)C=1N=C(SC1)C1CCN(CC1)C(CSC=1N=NC(=CC1)C(F)(F)F)=O 1-(4-(4-(5-(2,6-dichlorophenyl)-4,5-dihydroisoxazol-3-yl)thiazol-2-yl)piperidin-1-yl)-2-((6-(trifluoromethyl)pyridazin-3-yl)thio)ethan-1-one